O1COC=2C=NC=CC21 Dioxolano[4,5-c]Pyridine